O=C1NC(CCC1C1C2(CC=3C(=CC=4C(NC(C4C3)=O)=O)O1)CCNCC2)=O (2,6-Dioxopiperidin-3-yl)-2'H-spiro[piperidine-4,3'-pyrano[2,3-f]isoindole]-6',8'(4'H,7'H)-dione